5-{[5-[6-(3-aminopropoxy)-2-methyl-1,3-benzoxazol-7-yl]-1H-pyrazol-3-yl]amino}pyrazine-2-carbonitrile NCCCOC1=C(C2=C(N=C(O2)C)C=C1)C1=CC(=NN1)NC=1N=CC(=NC1)C#N